O=C(NCCCOCCOCCOCCCNC(OCC1C2=CC=CC=C2C=2C=CC=CC12)=O)[C@H](CCCCNC(CCCCCNC(CCCCCNC(OC(C)(C)C)=O)=O)=O)NC(OCC=C)=O (S)-(9H-fluoren-9-yl)methyl allyl tert-butyl (15,22,29-trioxo-4,7,10-trioxa-14,21,28-triazatetratriacontane-1,16,34-triyl)tricarbamate